1-[4-(2-methoxylethyl)phenoxy]-3-(propan-2-ylamino)propan-2-ol O(C)CCC1=CC=C(OCC(CNC(C)C)O)C=C1